BrC1=NC=C(C(=C1)I)Br 2,5-Dibromo-4-iodopyridine